ClC=1C=C(C=CC1C)C\C(\C(=O)NCC=1C=C2CN(C(C2=CC1)=O)C1C(NC(CC1)=O)=O)=N/O (E)-3-(3-chloro-4-methylphenyl)-N-((2-(2,6-dioxopiperidin-3-yl)-1-oxoisoindolin-5-yl)methyl)-2-(hydroxyimino)propanamide